(rac)-(1s,2s,5s)-N-(6-Chloropyridazin-3-yl)-8-methyl-8-azabicyclo[3.2.1]octan-2-amine ClC1=CC=C(N=N1)N[C@@H]1[C@@H]2CC[C@H](CC1)N2C |r|